COP(=O)(OC)OC=C(Cl)Cl The molecule is an alkenyl phosphate that is the 2,2-dichloroethenyl ester of dimethyl phosphate. It has a role as an EC 3.1.1.7 (acetylcholinesterase) inhibitor, an anthelminthic drug, an EC 3.1.1.8 (cholinesterase) inhibitor, an antibacterial agent and an antifungal agent. It is an alkenyl phosphate, a dialkyl phosphate, an organophosphate insecticide and an organochlorine acaricide.